cis-1-((1H-1,2,3-triazol-1-yl)methyl)-3-methyl-6-azabicyclo[3.1.1]heptane trifluoroacetate FC(C(=O)O)(F)F.N1(N=NC=C1)CC12CC(CC(N1)C2)C